2-(5,7-diphenyl-4,5,6,7-tetrahydro-[1,2,4]triazolo[1,5-a]pyrimidin-2-yl)-3a,4,7,7a-tetrahydro-1H-isoindole-1,3(2H)-dione C1(=CC=CC=C1)C1NC=2N(C(C1)C1=CC=CC=C1)N=C(N2)N2C(C1CC=CCC1C2=O)=O